ethyl 2-(4-methoxy-2-((1-methyl-5-(4,4,5,5-tetramethyl-1,3,2-dioxaborolan-2-yl)-1H-indazol-3-yl)methoxy)phenyl)acetate COC1=CC(=C(C=C1)CC(=O)OCC)OCC1=NN(C2=CC=C(C=C12)B1OC(C(O1)(C)C)(C)C)C